(6-methylpyridin-3-yl)(8-phenyl-1,3,4,5-tetrahydro-2H-pyrido[4,3-b]indol-2-yl)methanone CC1=CC=C(C=N1)C(=O)N1CC2=C(NC=3C=CC(=CC23)C2=CC=CC=C2)CC1